[N+](=O)([O-])[O-].[Pd+2].O.O.C(CN)N.[N+](=O)([O-])[O-] ethylenediamine dihydrate palladium (II) nitrate